3-oxanonane CCOCCCCCC